[K+].C(C(=C)C)(=O)[O-] methacrylic acid potassium salt